C(#N)C=1N=CC(=NC1)OC1C(CC(C1)C1=CC=C(C=C1)F)N1C[C@@H](CCC1)NC(OC(C)(C)C)=O tert-butyl (3R)-1-(2-(5-cyanopyrazin-2-yloxy)-4-(4-fluorophenyl)cyclopentyl)piperidin-3-ylcarbamate